(S)-1'-(L-prolyl)-5,6-dichlorospiro[indoline-3,3'-pyrrolidin]-2-one N1[C@@H](CCC1)C(=O)N1C[C@@]2(CC1)C(NC1=CC(=C(C=C12)Cl)Cl)=O